N1(CCNCC1)C1C(CCCC1)CN 2-(piperazin-1-yl)cyclohexane-1-methylamine